oxetan-3-yl ((S)-(((2R,3S,4R,5S)-5-(4-aminopyrrolo[2,1-f][1,2,4]triazin-7-yl)-2-(fluoromethyl)-3,4-dihydroxytetrahydrofuran-2-yl)methoxy)(phenoxy)phosphoryl)-L-alaninate NC1=NC=NN2C1=CC=C2[C@H]2[C@@H]([C@@H]([C@@](O2)(CF)CO[P@](=O)(OC2=CC=CC=C2)N[C@@H](C)C(=O)OC2COC2)O)O